CC1=C(C=C(N)C=C1)C1=NN2C(C=N1)=CC=C2 4-methyl-3-pyrrolo[2,1-f][1,2,4]triazin-2-yl-aniline